4-(3-(2,4-Difluoro-3-hydroxy-5-(trifluoromethyl)phenyl)-1-methyl-1H-pyrazolo[4,3-c]pyridin-6-yl)-1-oxa-9-thia-4-azaspiro[5.5]undecane 9,9-dioxide FC1=C(C=C(C(=C1O)F)C(F)(F)F)C1=NN(C2=C1C=NC(=C2)N2CCOC1(C2)CCS(CC1)(=O)=O)C